O=C1NC(CC[C@@H]1N1CC2=CC=C(C(=C2C1=O)F)CNC(OC1CC(C1)C=1C(=NC=CC1)OC(F)(F)F)=O)=O (1s,3s)-3-(2-(trifluoromethoxy)pyridin-3-yl)cyclobutyl ((2-(2,6-dioxopiperidin-3-yl)-4-fluoro-3-oxoisoindolin-5-yl)methyl)carbamate